(S)-tert-butyl (1-(4-(2-aminopyridin-4-yl)-2-fluorophenoxy)-4-methylpentan-2-yl)carbamate NC1=NC=CC(=C1)C1=CC(=C(OC[C@H](CC(C)C)NC(OC(C)(C)C)=O)C=C1)F